ClC=1C=C(OC2C(C(C2(C)C)NC(C2=CN=C(C=C2)N2CCN(CC2)CC=2C(=C3CN(C(C3=CC2)=O)C2C(NC(CC2)=O)=O)F)=O)(C)C)C=CC1C#N N-((1r,3r)-3-(3-chloro-4-cyanophenoxy)-2,2,4,4-tetramethylcyclobutyl)-6-(4-((2-(2,6-dioxopiperidin-3-yl)-4-fluoro-1-oxoisoindolin-5-yl)methyl)piperazin-1-yl)nicotinamide